4-(2-(2-Methoxyethoxy)ethoxy)-N-phenylthiophen-2-amine COCCOCCOC=1C=C(SC1)NC1=CC=CC=C1